COC1=NC=CC=C1C1=CC2=CN(C=CC2=N1)CC=1OC2=C(N1)C=C(C=C2)C 2-[[2-(2-methoxy-3-pyridinyl)pyrrolo[3,2-c]pyridin-5-yl]methyl]-5-methyl-1,3-benzoxazole